4-[[2-(methacryloyloxy)-ethyl]dimethylammonio]butane-1-sulfonate C(C(=C)C)(=O)OCC[N+](CCCCS(=O)(=O)[O-])(C)C